P(O)([O-])([O-])=O.[K+].[K+] dipotassium hydrogen phosphorate